(4-amino-1,2,3,4-tetrahydroquinolin-7-yl)phosphonic acid hydrochloride Cl.NC1CCNC2=CC(=CC=C12)P(O)(O)=O